SCCC(=O)OC methyl β-mercaptopropionate